7-[(8aR)-3,4,6,7,8,8a-hexahydro-1H-pyrrolo[1,2-a]pyrazin-2-yl]-2-(2,8-dimethylimidazo[1,2-b]pyridazin-6-yl)pyrido[1,2-a]pyrimidin-4-one C1[C@@H]2N(CCN1C=1C=CC=3N(C(C=C(N3)C=3C=C(C=4N(N3)C=C(N4)C)C)=O)C1)CCC2